(1S,2S)-2-((6-(5-((((benzyloxy)carbonyl)amino)methyl)-1-methyl-1H-1,2,3-triazol-4-yl)-2-methyl-pyridin-3-yl)carbamoyl)cyclohexane-1-carboxylic acid C(C1=CC=CC=C1)OC(=O)NCC1=C(N=NN1C)C1=CC=C(C(=N1)C)NC(=O)[C@@H]1[C@H](CCCC1)C(=O)O